5,6,7,8-tetrafluoro-1-trifluoromethyl-4-phenylphthalazine FC1=C2C(=NN=C(C2=C(C(=C1F)F)F)C(F)(F)F)C1=CC=CC=C1